(5-methyl-2-(trifluoromethyl)-5,6-dihydroimidazo[2,1-a]isoquinolin-8-yl)methanol CC1N2C(C3=CC=C(C=C3C1)CO)=NC(=C2)C(F)(F)F